CC1=CC=2N(C=C1C=1CCN(CC1)S(=O)(=O)C=1C=CC3=C(C(CO3)C)C1)N=CN2 7-methyl-6-(1-((3-methyl-2,3-dihydrobenzofuran-5-yl)sulfonyl)-1,2,3,6-tetrahydropyridin-4-yl)-[1,2,4]triazolo[1,5-a]pyridine